ethyl 2-(4-bromopyrazol-1-yl)-2-tetrahydropyran-4-yl-acetate BrC=1C=NN(C1)C(C(=O)OCC)C1CCOCC1